ClC1=C2C=C(NC2=CC=C1F)C(=O)N[C@H](C(=O)N[C@H](C(=O)OC)C[C@H]1C(NCCC1)=O)CC1CC1 methyl (2S)-2-[[(2S)-2-[(4-chloro-5-fluoro-1H-indole-2-carbonyl)amino]-3-cyclopropyl-propanoyl]amino]-3-[(3S)-2-oxo-3-piperidyl]propanoate